[(3S)-pyrrolidin-3-yl]pyrazol N1C[C@H](CC1)C1=NNC=C1